N-(aminoethyl)-1,3-propanediamine NCCNCCCN